9-(2-bromophenyl)-4-phenyl-9H-carbazole BrC1=C(C=CC=C1)N1C2=CC=CC=C2C=2C(=CC=CC12)C1=CC=CC=C1